FC1(CCN(CC1)C1=NC2=CC(=C(C=C2C(=N1)NCC#N)OC)OCCCN1CCCC1)F 2-((2-(4,4-difluoropiperidin-1-yl)-6-methoxy-7-(3-(pyrrolidin-1-yl)propoxy)quinazolin-4-yl)amino)acetonitrile